CC1(C(N(C2=CC=C(C=C12)S(=O)(=O)O)CCCCS(=O)(=O)O)=C=C)C (E)-2-(3,3-dimethyl-5-sulfo-1-(4-sulfobutyl)indoline-2-ylidene)ethylene